C(C)C=1O[C@@H]([C@@H]([C@@H](C1)O)O)CO ethyl-galactal